2-((tert-butyldimethylsilyl)oxy)ethyl(sulfonyl)-3-(3-methoxy-3-oxopropyl)azetidine-3-carboxylate [Si](C)(C)(C(C)(C)C)OCCOC(=O)C1(C(NC1)=S(=O)=O)CCC(=O)OC